FC=1C=2N(C=CC1)N=C(C2)[C@H]2N(CCC1=C2N=CN1)C=O ((S)-4-(4-fluoropyrazolo[1,5-a]pyridin-2-yl)-6,7-dihydro-1H-imidazo[4,5-c]pyridin-5(4H)-yl)methanone